OB1OCC2=C1C=C(C=C2C(F)(F)F)C(=O)N[C@H](C(=O)N[C@H](C(=O)OC(C)(C)C)CCC(CN2C(CCC2=O)=O)=O)[C@H](C)NC(=O)C=2C=C(C1=C(B(OC1)O)C2)C(F)(F)F (S)-tert-butyl 2-((2S,3S)-2,3-bis(1-hydroxy-4-(trifluoromethyl)-1,3-dihydrobenzo[c][1,2]oxaborole-6-carboxamido) butyrylamino)-6-(2,5-dioxopyrrolidin-1-yl)-5-oxohexanoate